C(C)(C)(C)[Si](C)(C)OC=1C(=C2C=NNC2=CC1)F tert-butyl-[(4-fluoro-1H-indazol-5-yl)oxy]-dimethyl-silane